FC1=C(C(=O)[O-])C=C(C=C1)F 2,5-difluorobenzoate